ClCCC(=O)C1=C(C(=C(C(=C1)F)O)C)O 3-Chloro-1-(5-fluoro-2,4-dihydroxy-3-methylphenyl)propan-1-one